6-Amino-3-((1R,3R)-4'-chloro-3-cyano-3-methyl-1',2'-dihydrospiro[cyclopentane-1,3'-pyrrolo[2,3-b]pyridin]-5'-yl)-N-(2-(dimethylamino)ethyl)-2-fluoro-N-methyl-benzamide NC1=CC=C(C(=C1C(=O)N(C)CCN(C)C)F)C=1C(=C2C(=NC1)NC[C@]21C[C@](CC1)(C)C#N)Cl